BrC=1C=NN2C1N=C(N=C2NCC2=NC1=C(N2)C=CC(=C1)C)N1CCN(CC1)C(=O)OC(C)(C)C tert-butyl 4-(8-bromo-4-(((5-methyl-1H-benzo[d]imidazol-2-yl)methyl)amino) pyrazolo[1,5-a][1,3,5]triazin-2-yl)piperazine-1-carboxylate